N-(4-(aminomethyl)phenyl)-4-(((3R,4R)-1-(2-cyanoacetyl)-4-methylpiperidin-3-yl)(methyl)amino)-7H-pyrrolo[2,3-d]pyrimidine-7-carbothioamide hydrochloride Cl.NCC1=CC=C(C=C1)NC(=S)N1C=CC2=C1N=CN=C2N(C)[C@H]2CN(CC[C@H]2C)C(CC#N)=O